N2-[(2-fluoro-3-methoxy-phenyl)methyl]-6-(1H-indazol-6-yl)-1,3,5-triazine-2,4-diamine FC1=C(C=CC=C1OC)CNC1=NC(=NC(=N1)N)C1=CC=C2C=NNC2=C1